N-(oxetan-3-yl)-4-(4-((trans-4-((5-(trifluoromethyl)pyridin-2-yl)amino)cyclohexyl)sulfonyl)phenyl)pyridin-2-amine O1CC(C1)NC1=NC=CC(=C1)C1=CC=C(C=C1)S(=O)(=O)[C@@H]1CC[C@H](CC1)NC1=NC=C(C=C1)C(F)(F)F